11,12-dihydro-N-(2-phosphonooxyethyl)-γ-oxo-dibenz[b,f]azocine-5(6H)-butanamide P(=O)(O)(O)OCCNC(CCC(N1C2=C(CCC3=C(C1)C=CC=C3)C=CC=C2)=O)=O